CC(C(=O)OCC(=O)[C@@]12OC(O[C@@H]1C[C@H]1[C@@H]3CCC4=CC(C=C[C@@]4([C@H]3[C@H](C[C@]21C)O)C)=O)C2=CC=C(C=C2)[N+](=O)[O-])C 2-[(1S,2S,4R,8S,9S,11S,12S,13R)-11-Hydroxy-9,13-dimethyl-6-(4-nitrophenyl)-16-oxo-5,7-dioxapentacyclo[10.8.0.02,9.04,8.013,18]icosa-14,17-dien-8-yl]-2-oxoethyl 2-methylpropanoate